NC1=NC=2C=CC=CC2C2=C1N=C(N2CC2=CC(=CC=C2)CN2CCCC2)C#N 4-amino-1-(3-(pyrrolidin-1-ylmethyl)benzyl)-1H-imidazo[4,5-c]quinoline-2-carbonitrile